(R)-2-chloro-N-(5-chloro-6-(2H-1,2,3-triazol-2-yl)pyridin-3-yl)-9,9-dimethyl-6,7,8,9-tetrahydropyrazolo[1,5-a]quinazoline-6-carboxamide ClC1=NN2C(N=CC=3[C@@H](CCC(C23)(C)C)C(=O)NC=2C=NC(=C(C2)Cl)N2N=CC=N2)=C1